C(C)(C)(C)OC(=O)N[C@H]1C(N(CC1)CC1=CC=C(C(=O)OC)C=C1)=O methyl (R)-4-((3-((tert-butoxycarbonyl)amino)-2-oxopyrrolidin-1-yl)methyl)benzoate